FC(C(=O)NC1=CC=C(C=C1)[C@@H]1C=2N(CCC1)C=NC2C)(C=2C=NC=CC2)F (R)-2,2-difluoro-N-(4-(1-methyl-5,6,7,8-tetrahydroimidazo[1,5-a]pyridin-8-yl)phenyl)-2-(pyridin-3-yl)acetamide